8-((1r,2r)-2-hydroxy-2-methylcyclopentyl)-5-methyl-2-(methylsulfonyl)pyrido[2,3-d]pyrimidin-7(8H)-one O[C@]1([C@@H](CCC1)N1C(C=C(C2=C1N=C(N=C2)S(=O)(=O)C)C)=O)C